2-(2-(7-azaspiro[3.5]nonan-2-yl)imidazo[1,2-a]pyridin-7-yl)-3,4-dichlorophenol C1C(CC12CCNCC2)C=2N=C1N(C=CC(=C1)C1=C(C=CC(=C1Cl)Cl)O)C2